tert-butyl (1S,6R)-3-(2-{[(2R,7aS)-2-fluoro-hexahydro-1H-pyrrolizin-7a-yl]methoxy}-7-bromo-8-fluoroquinazolin-4-yl)-3,9-diazabicyclo[4.2.1]nonane-9-carboxylate F[C@@H]1C[C@@]2(CCCN2C1)COC1=NC2=C(C(=CC=C2C(=N1)N1C[C@@H]2CC[C@H](CC1)N2C(=O)OC(C)(C)C)Br)F